(5-((dimethylamino)methyl)-1,3-phenylene)bis(methylene)bis(6-(((nonyloxy)carbonyl)oxy)hexanoate) CN(C)CC=1C=C(C=C(C1)CC(C(=O)[O-])CCCCOC(=O)OCCCCCCCCC)CC(C(=O)[O-])CCCCOC(=O)OCCCCCCCCC